[Fe+3].OC(C(=O)[O-])C(O)(C(=O)[O-])CC(=O)[O-] 2-hydroxycitric acid iron salt